2-hydroxycyclopentane OC1CCCC1